4,5-dichloro-6-oxo-N-[(tetrahydro-2-furanyl)methyl]-1(6H)-pyridazineacetamide ClC=1C=NN(C(C1Cl)=O)CC(=O)NCC1OCCC1